FC(OC=1C=C(C=CC1)CO)(F)F (3-(trifluoromethoxy)phenyl)methanol